BrC1=C(C=CC(=C1)C)S 2-Bromo-4-methyl-benzenethiol